ClC1C2CCCCNC12 8-Chloro-2-azabicyclo[5.1.0]octane